ClC1=C(C=CC(=C1)F)F 2-chloro-1,4-difluorobenzene